methyl orthosilicate [Si](OC)([O-])([O-])[O-]